FC1(OC2=C(O1)C=CC(=C2)B2OC(C(O2)(C)C)(C)C)F 2-(2,2-difluorobenzo[d][1,3]dioxole-5-yl)-4,4,5,5-tetramethyl-1,3,2-dioxaborolane